Cl.N[C@@H](CCCNC(N)=N)C(=O)O Arginin-Monohydrochlorid